3-amino-4-((2-methoxyphenyl)(3-methoxyphenyl)phosphoryl)-2-methylbutanoic acid methyl ester hydrochloride Cl.COC(C(C(CP(=O)(C1=CC(=CC=C1)OC)C1=C(C=CC=C1)OC)N)C)=O